CC1(OC(C2=C(OC1)C=CC=C2)=S)C 3,3-dimethyl-2,3-dihydro-5H-benzo[e][1,4]dioxepine-5-thione